C(C)C=1C(=CC=C2C=C(C=C(C12)C1=C(C=2N=C(N=C(C2C=N1)N1CC2(CNC2=O)CCC1)OC[C@]12CCCN2C[C@@H](C1)F)F)O)F 6-(7-(8-ethyl-7-fluoro-3-hydroxynaphthalen-1-yl)-8-fluoro-2-(((2R,7aS)-2-fluorotetrahydro-1H-pyrrolizin-7a(5H)-yl)methoxy)pyrido[4,3-d]pyrimidin-4-yl)-2,6-diazaspiro[3.5]nonan-1-one